O1COC2=C1C=CC(=C2)C=CC(=O)NC(C(=O)NC2=CC=C(C(=O)NO)C=C2)CC2=CC=C(C=C2)OC 4-(2-(3-(benzo[1,3]dioxol-5-yl)acrylamido)-3-(4-methoxyphenyl)propionamido)-N-hydroxybenzamide